C1(CCCC1)SC1=NC=CC=C1C1=CC(=C(NCCC2C(C2)C(=O)O)C(=C1)F)F 2-[2-[4-(2-cyclopentylsulfanyl-3-pyridinyl)-2,6-difluoro-anilino]ethyl]cyclopropanecarboxylic acid